COC=1C=CC=C2NC=C(CCNC(C)C)C12 4-methoxy-N-isopropyltryptamine